C1(CCCO1)=O Butyrolacton